CC=1C(=NC(=NC1)NC1=CC=C(C=C1)C(=O)N1CCCC1)NC=1C=CC2=C(NC(O2)=O)C1 5-(5-methyl-2-(4-(pyrrolidine-1-carbonyl)phenylamino)pyrimidin-4-ylamino)benzoxazol-2(3H)-one